[(2R,3R,4S,5R)-5-(4-amino-5-fluoro-2-oxopyrimidin-1-yl)-2-(chloromethyl)-4-fluoro-3-(propanoyloxy) oxolan-2-yl]methyl 2-methylpropanoate CC(C(=O)OC[C@]1(O[C@H]([C@H]([C@@H]1OC(CC)=O)F)N1C(N=C(C(=C1)F)N)=O)CCl)C